C(C)(=O)N1CCC(CC1)CNC1=NC=CC(=N1)C(=O)O (((1-acetylpiperidin-4-yl)methyl)-amino)pyrimidine-4-carboxylic acid